C(CCCCCCCC)C([C@H](O)[C@@H](O)[C@](O)(COCCCCCCCCC)CCCCCCCCC)O 1,4,5-O-trinonyl-xylitol